C(C)(C)(C)OC(C=C(C1CC1)C1=CC(=C(C=C1)Br)[N+](=O)[O-])=O 3-(4-bromo-3-nitrophenyl)-3-cyclopropylacrylic acid tert-butyl ester